C(C)(C)(C)OC1=CC(=CC2=C1NC(=N2)CN2C(C(=CC=C2)NC([C@H](CC\C=C\C(=O)N(C)C)NC(OC)=O)=O)=O)F (S,E)-methyl (1-((1-((7-(tert-butoxy)-5-fluoro-1H-benzo[d]imidazol-2-yl)methyl)-2-oxo-1,2-dihydropyridin-3-yl)amino)-7-(dimethylamino)-1,7-dioxohept-5-en-2-yl)carbamate